N-(3-fluoro-4-(2-(2,2,2-trifluoroacetyl)hydrazine-1-carbonyl)benzyl)-N-(pyridin-3-yl)methanesulfonamide FC=1C=C(CN(S(=O)(=O)C)C=2C=NC=CC2)C=CC1C(=O)NNC(C(F)(F)F)=O